O1CCCC=C1.N1N=CC2=CC=CC=C12 indazole compound with 3,4-dihydro-2H-pyran